C1(CCC1)N1N=C(C(=C1)O)C1COCC1 1-Cyclobutyl-3-(tetrahydrofuran-3-yl)-1H-pyrazol-4-ol